ClC=1C(NC2=CC(=CN=C2C1)CN1CCN(CC1)C1=NC=C(C=C1)F)=O 3-chloro-7-{[4-(5-fluoropyridin-2-yl)piperazin-1-yl]methyl}-1H-1,5-naphthyridin-2-one